N-(1-(4-bromobenzyl)-6,7-dihydro-1H-[1,4]Dioxino[2',3':4,5]benzo[1,2-d]imidazol-2-yl)-1-ethyl-3-methyl-1H-pyrazole-5-Formamide BrC1=CC=C(CN2C(=NC3=C2C=C2C(=C3)OCCO2)NC(=O)C2=CC(=NN2CC)C)C=C1